C[C@H](CC=C(CCO)C(C)C)[C@H]1CC[C@@H]2[C@@]1(CC[C@H]3[C@H]2CC=C4[C@@]3(CCCC4)C)C 5,23-stigmastadienol